(±)-6-fluoro-8-[(1R,2R)-2-hydroxy-2-methylcyclopentyl]-2-(methylsulfinyl)pyrido[2,3-d]pyrimidin-7(8H)-one FC1=CC2=C(N=C(N=C2)[S@](=O)C)N(C1=O)[C@H]1[C@](CCC1)(C)O |&1:9|